ethylene chloro-vinyl acetate C(C)(=O)OC=CCl.C=C